(R)-5-(1-methoxyethyl)tetrazolo[1,5-a]pyridine CO[C@H](C)C1=CC=CC=2N1N=NN2